C(C)(C)(C)OC(=O)N(C=1C=2N(N=C(C1)SC1CCN(CC1)C(=O)OC(C)(C)C)C(=CN2)C(C)C)CC2=C(C=CC=C2)OCC tert-butyl 4-((8-((tert-butoxycarbonyl)(2-ethoxybenzyl)amino)-3-isopropylimidazo[1,2-b]pyridazin-6-yl)thio)piperidine-1-carboxylate